C1(=CC=CC=C1)C1C(C(C(C=C1)C1=CC=CC=C1)C(=O)OC)C(=O)OC dimethyl 3,6-diphenylcyclohex-4-ene-1,2-dicarboxylate